ClC=1C=C(C=NC1N1N=CC=N1)NC(=O)NC=1C=NC2=CC=CN=C2C1C(C)OC N-(5-chloro-6-(2H-1,2,3-triazol-2-yl)pyridin-3-yl)-N'-(4-(1-methoxyethyl)-1,5-naphthyridin-3-yl)urea